OC1=CC(=C(C(=C1)C(C)(C)C)O)C(C)(C)C 4-hydroxy-2,6-di-tert-butylphenol